OC[C@@H](C)NC(=O)C=1C=NC(=C(C1)C1=NN(C=C1)C)OC1=CC=C(C=C1)C(C)C N-[(2R)-1-Hydroxypropan-2-yl]-5-(1-methyl-1H-pyrazol-3-yl)-6-[4-(propan-2-yl)phenoxy]pyridine-3-carboxamide